C12OCC(CC1)(CC2)CO[C@H]([C@H](COC2CCC(CC2)C(F)(F)F)NC(OCC2=CC=CC=C2)=O)C Benzyl ((2S,3S)-3-((2-oxabicyclo[2.2.2]octan-4-yl)methoxy)-1-((4-(trifluoromethyl)cyclohexyl)oxy)butan-2-yl)carbamate